2-(4-cyclopropyl-6-methoxypyrimidin-5-yl)-8-(1-{4-[1-methyl-4-(trifluoromethyl)imidazol-2-yl]phenyl}ethyl)pyrido[2,3-d]pyrimidin-7-one C1(CC1)C1=NC=NC(=C1C=1N=CC2=C(N1)N(C(C=C2)=O)C(C)C2=CC=C(C=C2)C=2N(C=C(N2)C(F)(F)F)C)OC